BrC=1C=CC(=NC1C(F)(F)F)N 5-bromo-6-(trifluoromethyl)pyridin-2-amine